7-(5-((4-(4-(N,N-Dimethylsulfamoyl)piperazin-1-yl)phenoxy)methyl)-1,3-dimethyl-1H-pyrazol-4-yl)-1-(2-morpholinoethyl)-3-(3-(naphthalen-1-yloxy)propyl)-1H-indole-2-carboxylic Acid CN(S(=O)(=O)N1CCN(CC1)C1=CC=C(OCC2=C(C(=NN2C)C)C=2C=CC=C3C(=C(N(C23)CCN2CCOCC2)C(=O)O)CCCOC2=CC=CC3=CC=CC=C23)C=C1)C